(Z)-1,3-dioxolan O1COCC1